4-(ethoxycarbonyl)-4-(6-((3-fluoro-4-hydroxyphenyl)amino)pyrazin-2-yl)hexanoic acid C(C)OC(=O)C(CCC(=O)O)(CC)C1=NC(=CN=C1)NC1=CC(=C(C=C1)O)F